2-[6-amino-5-(trifluoromethyl)pyridin-3-yl]-N-(1-phenylcyclobutyl)-6,7-dihydrospiro[pyrazolo[5,1-c][1,4]oxazine-4,3'-pyrrolidine]-1'-carboxamide NC1=C(C=C(C=N1)C1=NN2C(=C1)C1(CN(CC1)C(=O)NC1(CCC1)C1=CC=CC=C1)OCC2)C(F)(F)F